CC1CC(SC1)C(=O)O 4-methyltetrahydrothiophene-2-carboxylic acid